FC(C(=O)O)(F)F.NC=1NC(=NN1)N1CCC(CC1)N1C[C@@H](OC[C@@H]1CC1=CC=C(C=C1)Cl)C(=O)NCCS(NC)(=O)=O (2R,5S)-4-(1-(5-amino-4H-1,2,4-triazol-3-yl)piperidin-4-yl)-5-(4-chlorobenzyl)-N-(2-(N-methylsulfamoyl)ethyl)morpholine-2-carboxamide 2,2,2-trifluoroacetate